NCC=1C(=C(C(=O)N)C(=CC1)F)F 3-(aminomethyl)-2,6-difluorobenzamide